C1(CC1)C=1C=C(C=CC1)C=1C2=C(N(N1)C(C)C)C[C@@H](CO2)C(=O)NC2(CS(C2)(=O)=O)C (S)-3-(3-cyclopropylphenyl)-1-isopropyl-N-(3-methyl-1,1-dioxidothietan-3-yl)-1,5,6,7-tetrahydropyrano[3,2-c]pyrazole-6-carboxamide